α-hexanol C(CCCCC)O